ClC=1N=C(C2=C(N1)NC=C2)N[C@@H]2CC[C@@H](N(C2)C(=O)OCC2=CC=CC=C2)C Benzyl (2S,5R)-5-((2-chloro-7H-pyrrolo[2,3-d]pyrimidin-4-yl)amino)-2-methyl-piperidine-1-carboxylate